N[C@H]1[C@@H](CCC1)NC(=O)C=1C=C2C(=NC1)C(=CN2C2=NC=C(C=N2)F)C2=CC(=CC=C2)OC(F)F N-((1R,2R)-2-aminocyclopentyl)-3-(3-(difluoromethoxy)phenyl)-1-(5-fluoropyrimidin-2-yl)-1H-pyrrolo[3,2-b]pyridine-6-carboxamide